N-[7-morpholino-5-[4-[(5-morpholinopyrimidin-2-yl)amino]cyclohexoxy]-1,6-naphthyridin-3-yl]methanesulfonamide O1CCN(CC1)C1=NC(=C2C=C(C=NC2=C1)NS(=O)(=O)C)OC1CCC(CC1)NC1=NC=C(C=N1)N1CCOCC1